COC(CCCCC\C=C/CCO)OC (3Z)-10,10-dimethoxy-3-decen-1-ol